NC1=C2C(=NC=N1)N(N=C2C2=CC=C(C=C2)N)C2CCC(CC2)C#N 4-[4-Amino-3-(4-aminophenyl)pyrazolo[3,4-d]pyrimidin-1-yl]cyclohexanecarbonitrile